3-hydroxy-1-methyl-3-(3-(5-(1-tosyl-1H-pyrrolo[2,3-b]pyridin-3-yl)-1-((2-(trimethylsilyl)ethoxy)methyl)-1H-pyrazol-3-yl)phenyl)pyrrolidin-2-one OC1(C(N(CC1)C)=O)C1=CC(=CC=C1)C1=NN(C(=C1)C1=CN(C2=NC=CC=C21)S(=O)(=O)C2=CC=C(C)C=C2)COCC[Si](C)(C)C